(1r,4r)-4-(8-(2,6-dichloro-4-fluorophenylamino)-2-(4,4-difluorocyclohexylamino)-9H-purin-9-yl)-1-methylcyclohexanecarboxamide ClC1=C(C(=CC(=C1)F)Cl)NC=1N(C2=NC(=NC=C2N1)NC1CCC(CC1)(F)F)C1CCC(CC1)(C(=O)N)C